methyl (Z)-1-glycyl-3-(((4-(N-methyl-2-(4-methylpiperazin-1-yl)acetamido)phenyl)amino)(phenyl)methylene)-2-oxoindoline-6-carboxylate hydrochloride Cl.NCC(=O)N1C(\C(\C2=CC=C(C=C12)C(=O)OC)=C(\C1=CC=CC=C1)/NC1=CC=C(C=C1)N(C(CN1CCN(CC1)C)=O)C)=O